5-(5-Fluoropyridin-2-yl)-3-(5'-methoxy-4,6'-dimethyl-[3,4'-bipyridin]-2'-yl)-1,2,4-oxadiazole FC=1C=CC(=NC1)C1=NC(=NO1)C1=NC(=C(C(=C1)C=1C=NC=CC1C)OC)C